methyl (2R,3R,4s,5s)-3-(3,4-difluoro-2-methoxyphenyl)-4-methoxy-5-methyltetrahydrofuran-2-carboxylate FC=1C(=C(C=CC1F)[C@H]1[C@@H](O[C@H]([C@H]1OC)C)C(=O)OC)OC